ClC1=NC=C(C(=N1)NC=1C=C2CC(N(C2=CC1)C)=O)C#N 2-chloro-4-[(1-methyl-2-oxo-indol-5-yl)amino]pyrimidine-5-carbonitrile